(S)-4-(6-(4-fluoro-2-methylphenyl)-5-(methoxycarbonyl)-2-(thiazol-2-yl)-3,6-dihydropyrimidin-4-yl)cubane-1-carboxylic acid FC1=CC(=C(C=C1)[C@H]1C(=C(NC(=N1)C=1SC=CN1)C12C3C4C5(C(C14)C2C53)C(=O)O)C(=O)OC)C